C(C)(C)[Si](N1C=CC=C1)(C(C)C)C(C)C 1-(triisopropylsilyl)pyrrole